NC1=C(C(=C(C=C1)C=1C(=C2C(=NC1)NC[C@@]21C[C@@H](CC1)C(=O)N(C)C)Cl)F)C(N(C)C)=O (1S,3R)-5'-(4-Amino-3-(dimethylcarbamoyl)-2-fluorophenyl)-4'-chloro-N,N-dimethyl-1',2'-dihydrospiro[cyclopentane-1,3'-pyrrolo[2,3-b]pyridine]-3-carboxamide